N-benzyl-5-{[2-(2-cyano-4-fluorophenyl)-2-azaspiro[3.3]heptan-6-yl]oxy}-2'-ethoxy-[2,3'-bipyridine]-6-carboxamide C(C1=CC=CC=C1)NC(=O)C1=C(C=CC(=N1)C=1C(=NC=CC1)OCC)OC1CC2(CN(C2)C2=C(C=C(C=C2)F)C#N)C1